[3-(1-Aminoethyl)-1H-indol-4-yl] dihydrogen phosphate P(=O)(OC1=C2C(=CNC2=CC=C1)C(C)N)(O)O